C(#N)C1=CC=C(C=C1)NC(=O)NC1=CC(=CC=C1)C1=NCCN1 1-[(4-cyanophenyl)amino]-N-[3-(4,5-dihydro-3H-imidazol-2-yl)phenyl]methanamide